Manganic sulphate monohydrate O.S(=O)(=O)([O-])[O-].[Mn+3].S(=O)(=O)([O-])[O-].S(=O)(=O)([O-])[O-].[Mn+3]